2-(2-(2-(dibenzylamino)ethyl)-4-methoxyphenyl)acetaldehyde C(C1=CC=CC=C1)N(CCC1=C(C=CC(=C1)OC)CC=O)CC1=CC=CC=C1